3-((2-chloropyridin-4-yl)methyl)-6-methylbenzo[d]oxazol-2(3H)-one ClC1=NC=CC(=C1)CN1C(OC2=C1C=CC(=C2)C)=O